ClC=1C=C2C(=NC(N(C2=CC1C1CC1)C1=C(C=CC=C1)Cl)=O)NC[C@@H](C)O (R)-6-chloro-1-(2-chlorophenyl)-7-cyclopropyl-4-((2-hydroxypropyl)amino)quinazolin-2(1H)-one